tert-butyl N-{2-[(2-hydroxyethyl)amino]ethyl}carbamate OCCNCCNC(OC(C)(C)C)=O